((2-(3-(2-(1-(2-(3,5-bis(trifluoromethyl)-1H-pyrazol-1-yl)acetyl)piperidin-4-yl)thiazol-4-yl)-4,5-dihydroisoxazol-5-yl)-3-fluorophenyl)imino)(isopropyl)(methyl)-λ6-sulfanone FC(C1=NN(C(=C1)C(F)(F)F)CC(=O)N1CCC(CC1)C=1SC=C(N1)C1=NOC(C1)C1=C(C=CC=C1F)N=S(=O)(C)C(C)C)(F)F